BrC1=CC=CC=2OC3=C(C21)C=CC(=C3)I 1-bromo-7-iododibenzo[b,d]furan